CC1=C(C=2N(C=C1C=1NC3=CC=C(C=C3C1C(C)C)C1OCCN(C1)CC(=O)NC)N=CN2)C 2-(2-(2-(7,8-dimethyl-[1,2,4]triazolo[1,5-a]pyridin-6-yl)-3-isopropyl-1H-indol-5-yl)morpholino)-N-methylacetamide